Cl.NC1=NC=C(C=N1)C(C(=O)O)(C)C 2-(2-aminopyrimidin-5-yl)-2-methylpropanoic acid hydrochloride